FC1=CC(=C(C=C1)N1C=C(C=2C1=CN=CC2)[C@@H]2CC[C@H](CC2)N2CCC(CC2)C(=O)O)C(N(C)C(C)C)=O 1-(trans-4-(1-(4-fluoro-2-(isopropyl(methyl)carbamoyl)phenyl)-1H-pyrrolo[2,3-c]pyridin-3-yl)cyclohexyl)piperidine-4-carboxylic acid